C1(=CC=C(C=C1)C=1C(=NN2C1C=C(C=C2)C(F)(F)F)N)C 3-(p-tolyl)-5-(trifluoromethyl)pyrazolo[1,5-a]pyridin-2-amine